C1=CC=CC=2C3=C(N(C4=C(C21)C=CC=C4)C4=C(C(=C(C(=C4C4=CC=CC=C4)N4C2=C(C1=C(C5=C4C=CC=C5)C=CC=C1)C=CC=C2)C#N)N2C1=C(C5=C(C4=C2C=CC=C4)C=CC=C5)C=CC=C1)C1=CC=CC=C1)C=CC=C3 2',4',6'-tris(9H-tribenzo[b,d,f]azepin-9-yl)-[1,1':3',1''-terphenyl]-5'-carbonitrile